N1(N=NN=C1)[C@@H]1CN(CC1)C(=O)N1CC2(C1)CC(C2)C=2C=NC(=NC2)C(F)(F)F [(3S)-3-(Tetrazol-1-yl)pyrrolidin-1-yl]-[6-[2-(trifluoromethyl)pyrimidin-5-yl]-2-azaspiro[3.3]heptan-2-yl]methanone